C(C)(C)(C)OC(=O)N1C[C@@H](CC1)N(C=1C=CC(=NC1)C(=O)OC)C methyl 5-{[(3R)-1-(tert-butoxycarbonyl)pyrrolidin-3-yl](methyl)amino}pyridine-2-carboxylate